2-(TERT-BUTYLCARBONYLAMINO)PHENYLBORONIC ACID C(C)(C)(C)C(=O)NC1=C(C=CC=C1)B(O)O